4-(3-((2-((2-(4-(dimethylglycyl)piperazin-1-yl)-5-methylthiazol-4-yl)amino)-5-(trifluoromethyl)pyrimidin-4-yl)amino)propyl)-1,4-oxazepan-3-one CN(CC(=O)N1CCN(CC1)C=1SC(=C(N1)NC1=NC=C(C(=N1)NCCCN1C(COCCC1)=O)C(F)(F)F)C)C